CC1(N2C3=NC(=CC=C3C(NS(C3=CC=CC(NCCC[C@@H](C1)C2)=N3)(=O)=O)=O)N3C(C2(CC3)CCCCC2)=O)C (14S)-12,12-dimethyl-8-{1-oxo-2-azaspiro[4.5]decan-2-yl}-2λ6-thia-3,9,11,18,23-pentaazatetracyclo[17.3.1.111,14.05,10]tetracosa-1(22),5,7,9,19(23),20-hexaene-2,2,4-trione